CC1(N2C(OC1)=C(C=N2)S(=O)(N)=NC(NC2=C1CCC1=CC=1CCC21)=O)C 3,3-dimethyl-N'-(tricyclo[6.2.0.03,6]deca-1,3(6),7-trien-2-ylcarbamoyl)-2,3-dihydropyrazolo[5,1-b]oxazole-7-sulfonimidamide